Tert-butyl 4-(6-(oxetan-3-ylmethoxy)pyridin-3-yl)piperazine-1-carboxylate O1CC(C1)COC1=CC=C(C=N1)N1CCN(CC1)C(=O)OC(C)(C)C